F[C@@H]1CN(C[C@H]1NC(C1=C(N=CC(=C1)B1OC(C(O1)(C)C)(C)C)OC)=O)C(=O)OC(C)(C)C tert-butyl (3R,4R)-3-fluoro-4-(2-methoxy-5-(4,4,5,5-tetramethyl-1,3,2-dioxaborolan-2-yl)nicotinamido)pyrrolidine-1-carboxylate